(2-((3-(2-methoxypropan-2-yl)azetidin-1-yl)methyl)phenyl)methylamine COC(C)(C)C1CN(C1)CC1=C(C=CC=C1)CN